(2-(cyclopropylmethoxy)phenyl)(p-tolyl)sulfane C1(CC1)COC1=C(C=CC=C1)SC1=CC=C(C=C1)C